4-Methoxybenzylsuccinic acid dipropyl ester C(CC)OC(C(CC(=O)OCCC)CC1=CC=C(C=C1)OC)=O